N2-[7-(3-chloropropoxy)benzofuran-5-yl]-N4,6-dimethyl-pyrimidine-2,4-diamine ClCCCOC1=CC(=CC=2C=COC21)NC2=NC(=CC(=N2)NC)C